6,6,8-trimethyl-6H-pyrrolo[3,2-g]quinazolin-7(8H)-one CC1(C(N(C2=C1C=C1C=NC=NC1=C2)C)=O)C